N,N'-Bis(2-aminoethyl)-1,2-ethanedi-amine NCCNCCNCCN